tert-butyl 4-(3-(4-(trifluoromethyl)benzoyl)-1H-pyrazol-1-yl)piperidine-1-carboxylate FC(C1=CC=C(C(=O)C2=NN(C=C2)C2CCN(CC2)C(=O)OC(C)(C)C)C=C1)(F)F